2-(1-(2-phenylthiazol-4-yl)ethyl)-1,3,4-thiadiazol-2-amine C1(=CC=CC=C1)C=1SC=C(N1)C(C)C1(SC=NN1)N